C(C)OC(C(=O)NCCCOC1=C(C=CC(=C1)C)C=1OC2=C(C=CC=C2C(C1)=O)Cl)=O 2-[3-[2-(8-chloro-4-oxo-chromen-2-yl)-5-methyl-phenoxy]propylamino]-2-oxo-acetic acid ethyl ester